(4-(5-methyloxazolo[4,5-b]pyridin-2-yl)piperazin-1-yl)(2-(3-((1,1,1-trifluoropropan-2-yl)oxy)azetidin-1-yl)pyrimidin-5-yl)methanone CC1=CC=C2C(=N1)N=C(O2)N2CCN(CC2)C(=O)C=2C=NC(=NC2)N2CC(C2)OC(C(F)(F)F)C